CC1=NC(=CC=C1NC1CC2(C1)CC(C2)N)N2CCC1(CCCOC1)CC2 N2-(2-methyl-6-(2-oxa-9-azaspiro[5.5]undecan-9-yl)pyridin-3-yl)spiro[3.3]heptane-2,6-diamine